COC(=O)N=NC(=O)OC azodicarboxylic acid dimethyl ester